1-Bromo-N-((4R,5S,7R,8R,9S,10R)-8,10-dihydroxy-7-(hydroxymethyl)-9-(4-(3,4,5-trifluorophenyl)-1H-1,2,3-triazol-1-yl)-1,6-dioxaspiro[4.5]decan-4-yl)-2-naphthamide BrC1=C(C=CC2=CC=CC=C12)C(=O)N[C@@H]1CCO[C@]12O[C@@H]([C@@H]([C@@H]([C@H]2O)N2N=NC(=C2)C2=CC(=C(C(=C2)F)F)F)O)CO